[3-[[2-Fluoro-4-(trifluoromethyl)phenyl]methoxy]azetidin-1-yl]-[3-(4-methyl-1H-pyrazol-5-yl)azetidin-1-yl]methanone FC1=C(C=CC(=C1)C(F)(F)F)COC1CN(C1)C(=O)N1CC(C1)C1=C(C=NN1)C